4-(3-chloro-4-fluorobenzyl)-1-ethylpyrrolidine-2-carboxamide ClC=1C=C(CC2CC(N(C2)CC)C(=O)N)C=CC1F